ClC1=C(C=C(C=C1)F)N1C(NC2=NC=CC=C21)=O 1-(2-chloro-5-fluorophenyl)-1H-imidazo[4,5-b]pyridin-2(3H)-one